FC([C@H](O)[C@H]1N(CCC1)C)F (1R)-2,2-difluoro-1-[(2S)-1-methylpyrrolidin-2-yl]-ethan-1-ol